C(C)(C)N1CCCC1 (R)-1-isopropylpyrrolidin